ethyl 5-amino-2-chloro-6-(5-methyl-1-tetrahydropyran-2-yl-indazol-4-yl)pyrimidine-4-carboxylate NC=1C(=NC(=NC1C1=C2C=NN(C2=CC=C1C)C1OCCCC1)Cl)C(=O)OCC